CO[Si]1(O[Si](O[Si](O[Si](O1)(C)OC)(C)OC)(C)OC)C 2,4,6,8-tetramethoxy-2,4,6,8-tetramethylcyclotetrasiloxane